FS(C1=CC=C(C=C1)NC(C)=O)(F)(F)(F)F N-(4-(pentafluoro-λ6-sulfanyl)phenyl)acetamide